ClC1=CC(=NC(=C1O)Cl)C(=O)NC1=C(N=C(S1)N1CCS(CC1)(=O)=O)C(=O)NCC1=C(C=CC=C1)C(F)(F)F 5-(4,6-dichloro-5-hydroxypicolinamido)-2-(1,1-dioxidothiomorpholino)-N-(2-(trifluoromethyl)benzyl)thiazole-4-carboxamide